(S)-4-(benzylthio)-7-chloro-8-fluoro-2-((1-methylpyrrolidin-2-yl)methoxy)pyrido[4,3-d]pyrimidine C(C1=CC=CC=C1)SC=1C2=C(N=C(N1)OC[C@H]1N(CCC1)C)C(=C(N=C2)Cl)F